CC1(C2=C(C(C=3C4=CC=C(C=C4NC13)C#C[Si](C)(C)C)=O)C=C(C(=C2)N2CCC(CC2)N2CCOCC2)C#N)C 6,6-dimethyl-8-(4-morpholinopiperidin-1-yl)-11-oxo-3-((trimethylsilyl)ethynyl)-6,11-dihydro-5H-benzo[b]carbazole-9-carbonitrile